1,3-dibutylimidazolium tetrafluoroborate F[B-](F)(F)F.C(CCC)N1C=[N+](C=C1)CCCC